O1C2=C(OCC1)C(=CC=C2)N 2,3-dihydrobenzo[b][1,4]Dioxin-5-amine